CC1=CC=C(C=C1)S(=O)(=O)O.C(C)OC1=NC(=NC=C1C(=O)NC=1C=C(C=2N(C1)C=C(N2)C)F)N2C[C@@H](CC2)CNC (S)-4-ethoxy-N-(8-fluoro-2-methylimidazo[1,2-a]pyridin-6-yl)-2-(3-((methylamino)methyl)pyrrolidin-1-yl)pyrimidine-5-carboxamide 4-methylbenzenesulfonate